Disodium AminoCarboxylate NC(=O)[O-].[Na+].[Na+].NC(=O)[O-]